C1(=CC=CC=C1)CCN (S)-(-)-phenylethylamine